pyrrolo[2,3-b]Pyridine-1-carboxylic acid tert-butyl ester C(C)(C)(C)OC(=O)N1C=CC=2C1=NC=CC2